OCC1CCN(CC1)C(=O)C=1C(=CC(=NC1)N1C=CC=2C1=NC=C(C2)C#N)NC(C)C 1-[5-[4-(hydroxymethyl)piperidine-1-carbonyl]-4-(isopropylamino)-2-pyridyl]pyrrolo[2,3-b]pyridine-5-carbonitrile